tert-butyl 3-(6-hydroxy-4-oxo-quinazolin-3-yl)-1-oxa-7-azaspiro[4.4]nonane-7-carboxylate OC=1C=C2C(N(C=NC2=CC1)C1COC2(C1)CN(CC2)C(=O)OC(C)(C)C)=O